C(C)(C)C1=CC=C(C=C1)SC=1N([C@H]2[C@H](OC)[C@H](O)[C@@H](CO)O2)C=2N=CN=C(C2N1)N 8-(4-isopropyl-phenylthio)-2'-O-methyladenosine